(S)-N-(5-(2-amino-[1,2,4]triazolo[1,5-a]pyridin-6-yl)-2-methylpyridin-3-yl)-3-(3,4-difluorophenyl)isoxazolidine-2-carboxamide NC1=NN2C(C=CC(=C2)C=2C=C(C(=NC2)C)NC(=O)N2OCC[C@H]2C2=CC(=C(C=C2)F)F)=N1